ClC=1C=C(C=C(C1)Cl)C1=NC(=CC(=C1)CN1CCC(CC1)CC(=O)O)OC=1C=NC(=NC1)N1CCN(CC1)C(C)CCN(C)C 2-(1-((2-(3,5-dichlorophenyl)-6-((2-(4-(4-(dimethylamino)butan-2-yl)piperazin-1-yl)pyrimidin-5-yl)oxy)pyridin-4-yl)methyl)piperidin-4-yl)acetic acid